BrC1=CC(=CC2=C1N=NN2C)CO[C@H]2[C@@H](CCC2)NC(OC(C)(C)C)=O tert-butyl N-[(1R,2R)-2-[(7-bromo-3-methyl-1,2,3-benzotriazol-5-yl)methoxy]cyclopentyl]carbamate